C1(=CC=C(C=C1)CC1C(C2(CCC1C2(C)C)CS(=O)(=O)O)=O)CC2C(C1(CCC2C1(C)C)CS(=O)(=O)O)=O para-xylylene-di-camphorsulfonic acid